N[C@@H](COC=1C(=CC(=NC1)C)C1=CC=2N(C=C1)N=C(C2)NC(=O)C2CC2)C(C)(C)C N-[5-[5-[(2R)-2-amino-3,3-dimethyl-butoxy]-2-methyl-4-pyridyl]pyrazolo[1,5-a]pyridin-2-yl]cyclopropanecarboxamide